N,N-bis(2-hydroxyethyl)carboxamide OCCN(C=O)CCO